C(CCCCCCCCCCCCCCCCCCC)P(O)(O)=O n-eicosyl-phosphonic acid